1-(5-(3-ethylimidazo[1,2-a]pyrimidin-6-yl)pyrrolo[2,1-f][1,2,4]triazin-2-yl)-N3,N3-dimethylcyclobutane-1,3-diamine C(C)C1=CN=C2N1C=C(C=N2)C=2C=CN1N=C(N=CC12)C1(CC(C1)N(C)C)N